Cyclopropoxy-3,4,5,6-tetrafluoro-N-(naphthalen-1-yl)benzenesulfonamide methyl-8-(benzyloxy)-[1,2,4]triazolo[4,3-a]pyridine-6-carboxylate COC(=O)C=1C=C(C=2N(C1)C=NN2)OCC2=CC=CC=C2.C2(CC2)OC2=C(C(=C(C(=C2F)F)F)F)S(=O)(=O)NC2=CC=CC1=CC=CC=C21